NC1CCN(CC1)C1=NC(=C2N=CN(C2=N1)C(C)C)NCC1=C(C=CC=C1)N1N=C(C=C1)C(C)(C)O 2-(1-(2-(((2-(4-aminopiperidin-1-yl)-9-isopropyl-9H-purin-6-yl)amino)methyl)phenyl)-1H-pyrazol-3-yl)propan-2-ol